N-[(4S)-Chroman-4-yl]-4-(3,5-dichlorophenyl)-8-(dimethylamino)quinoline-7-carboxamide O1CC[C@@H](C2=CC=CC=C12)NC(=O)C1=CC=C2C(=CC=NC2=C1N(C)C)C1=CC(=CC(=C1)Cl)Cl